(S,E)-4-(dimethylamino)-N-(4-(3-((4-(4-methyl-2-phenylpyrazolo[1,5-a]pyridin-3-yl)pyrimidin-2-yl)amino)pyrrolidine-1-carbonyl)phenyl)but-2-enamide CN(C/C=C/C(=O)NC1=CC=C(C=C1)C(=O)N1C[C@H](CC1)NC1=NC=CC(=N1)C=1C(=NN2C1C(=CC=C2)C)C2=CC=CC=C2)C